(R)-2-(1-(4-bromo-3-fluorophenyl)cyclopropyl)-2-((tert-butoxycarbonyl)amino)acetic acid BrC1=C(C=C(C=C1)C1(CC1)[C@H](C(=O)O)NC(=O)OC(C)(C)C)F